COC=1C=C(C=CC1)C1=NN(C2=NC=CC=C21)C2CN(CCC2)C(=O)OC(C)(C)C tert-butyl 3-(3-(3-methoxyphenyl)-1H-pyrazolo[3,4-b]pyridin-1-yl)piperidine-1-carboxylate